ClC1=CC2=C(N(C(N=C2N2[C@H](CN(CC2)C(C=C)=O)C)=O)C2=C(C=CC=C2)C(C)C)N=C1C1=C(C=C(C=C1)F)F 6-chloro-7-(2,4-difluorophenyl)-4-((2S)-2-methyl-4-(2-propenoyl)-1-piperazinyl)-1-(2-(2-propanyl)phenyl)pyrido[2,3-d]pyrimidin-2(1H)-one